[O-2].[Na+].[Mg+2].[Al+3].[O-2].[O-2] Aluminum Magnesium Sodium oxide